3-hydroxy-5-methoxy-8-(m-tolylsulfonyl)pyrido[4,3-d]pyrimidine-2,4(1H,3H)-dione ON1C(NC2=C(C1=O)C(=NC=C2S(=O)(=O)C=2C=C(C=CC2)C)OC)=O